4-((2-chloro-5-(trifluoromethyl)pyrimidin-4-yl)oxy)-1-methylcyclohexan-1-ol ClC1=NC=C(C(=N1)OC1CCC(CC1)(O)C)C(F)(F)F